N-(2-(5-(butylthio)-1H-indol-3-yl)ethyl)acetamide C(CCC)SC=1C=C2C(=CNC2=CC1)CCNC(C)=O